COC=1C=C(C=C(C1)OC)NC1=CC=C2N=CC(=NC2=C1)C=1C=NN(C1)C1CCN(CC1)C(=O)C1CN(C1)C(\C=C\CN(C)C)=O (E)-1-(3-(4-(4-(7-((3,5-dimethoxyphenyl)amino)-quinoxalin-2-yl)-1H-pyrazol-1-yl)piperidine-1-carbonyl)azetidin-1-yl)-4-(dimethylamino)but-2-en-1-one